C(CCCCCCCCC)[C@@H]1[C@H](C(N([C@H](C(N[C@H](C(N[C@H](C(N[C@H](C(NCC(O1)=O)=O)CO)=O)CO)=O)[C@@H](CC)C)=O)CC(C)C)C)=O)C (6S,9S,12S,15S,18R,19R)-19-decyl-6,9-bis(hydroxymethyl)-15-isobutyl-16,18-dimethyl-12-[(1R)-1-methylpropyl]-1-oxa-4,7,10,13,16-pentazacyclononadecane-2,5,8,11,14,17-hexone